5-(2,3-dichloro-6-methoxyphenyl)-2,4-dihydro-cyclopenta[c]pyrazole ClC1=C(C(=CC=C1Cl)OC)C=1CC=2C(=NNC2)C1